3-oxabicyclo[3.1.0]Hexane-6-carboxamide C12COCC2C1C(=O)N